C(#N)[C@]1(CC12CC2)C=2C=C1C=C(N=CC1=CC2)NC(=O)[C@@H]2[C@H](C2)C2=CC=NC=C2 (1S,2S)-N-(6-((S)-1-cyanospiro[2.2]pentan-1-yl)isoquinolin-3-yl)-2-(pyridin-4-yl)cyclopropane-1-carboxamide